((3-hydroxypropyl)azanediyl)bis(hexane-6,1-diyl) (2E,2'E)-bis(3-octyltridec-2-enoate) C(CCCCCCC)\C(=C/C(=O)OCCCCCCN(CCCCCCOC(C=C(CCCCCCCCCC)CCCCCCCC)=O)CCCO)\CCCCCCCCCC